N-[(1S,2S)-2-hydroxycyclohexyl]-4-methyl-3-{[(6-{[(pyridin-3-yl)carbamoyl]amino}pyridin-3-yl)methyl]amino}benzamide O[C@@H]1[C@H](CCCC1)NC(C1=CC(=C(C=C1)C)NCC=1C=NC(=CC1)NC(NC=1C=NC=CC1)=O)=O